ethyl-3,5-dibutyl-4-hydroxy-phenylacetate C(C)OC(CC1=CC(=C(C(=C1)CCCC)O)CCCC)=O